5-[2,3-difluoro-4-(fluoromethoxy)phenyl]-1-methyl-imidazole-2-carboxamide FC1=C(C=CC(=C1F)OCF)C1=CN=C(N1C)C(=O)N